OCC=1N=CC2=C(N1)CN(CC2)C(=O)OC(C)(C)C tert-butyl 2-(hydroxymethyl)-6,8-dihydro-5H-pyrido[3,4-d]pyrimidine-7-carboxylate